N[C@@H]1COCC12CCN(CC2)C2=NC(=C1C(=N2)NN=C1C1=C(C2=C(N(N=C2C=C1)C)Cl)Cl)C(=O)N (S)-6-(4-amino-2-oxa-8-azaspiro[4.5]dec-8-yl)-3-(3,4-dichloro-2-methyl-2H-indazol-5-yl)-1H-pyrazolo[3,4-d]pyrimidine-4-carboxamide